1-O-myristylglycerol C(CCCCCCCCCCCCC)OCC(O)CO